5-(1-(phenylsulfonyl)-1H-pyrazol-3-yl)-7H-pyrrolo[2,3-d]pyrimidin-4-amine C1(=CC=CC=C1)S(=O)(=O)N1N=C(C=C1)C1=CNC=2N=CN=C(C21)N